4-methylmorphineN CC1=CC=CC=2C[C@@H]3[C@@H]4CCC=C[C@@]4(C12)CCN3